4-(5-amino-1,3,4-thiadiazol-2-yl)-2-chloro-N,N-dimethylbenzamide NC1=NN=C(S1)C1=CC(=C(C(=O)N(C)C)C=C1)Cl